(3S,4S)-1-Cyclopentyl-4-{[5-(2,4-difluoro-phenyl)-isoxazole-3-carbonyl]-amino}-piperidine-3-carboxylic acid (1-methyl-1-pyridin-2-yl-ethyl)-amide CC(C)(C1=NC=CC=C1)NC(=O)[C@H]1CN(CC[C@@H]1NC(=O)C1=NOC(=C1)C1=C(C=C(C=C1)F)F)C1CCCC1